N,N-dimethyl-(2,4,6-trimethylaniline) tetrakis(2,3,4,6-tetrafluorophenyl)borate FC1=C(C(=CC(=C1F)F)F)[B-](C1=C(C(=C(C=C1F)F)F)F)(C1=C(C(=C(C=C1F)F)F)F)C1=C(C(=C(C=C1F)F)F)F.CN(C1=C(C=C(C=C1C)C)C)C